(3R,4S)-3-(5-(ethoxycarbonyl)-2-methylphenyl)-4-hydroxypyrrolidine-1-carboxylic acid tert-butyl ester C(C)(C)(C)OC(=O)N1C[C@H]([C@@H](C1)O)C1=C(C=CC(=C1)C(=O)OCC)C